[Ru](Cl)(Cl)Cl.C(=O)(P(C1=CC=CC=C1)(C1=CC=CC=C1)C1=CC=CC=C1)P(C1=CC=CC=C1)(C1=CC=CC=C1)C1=CC=CC=C1 carbonyl-bis(triphenylphosphine) ruthenium chloride